5-Methyl-isoxazole-4-carboxylic acid [4-methoxy-7-(tetrahydro-pyran-4-yl)-thiazolo[4,5-c]pyridin-2-yl]-amide COC1=NC=C(C2=C1N=C(S2)NC(=O)C=2C=NOC2C)C2CCOCC2